FC1=C(C(=CC=C1)F)C1=N[C@H](C2=NN=C(N2C=2SC=3C[C@@H](CCCC3C12)F)C)C (7s,15r)-9-(2,6-difluorophenyl)-15-fluoro-3,7-dimethyl-18-thia-2,4,5,8-tetraazatetracyclo[8.8.0.02,6.011,17]octadeca-1(10),3,5,8,11(17)-pentaene